(R)-3-cinnamyl-1-benzoyl-2-oxopiperidine-3-carboxylic acid ethyl ester C(C)OC(=O)[C@@]1(C(N(CCC1)C(C1=CC=CC=C1)=O)=O)CC=CC1=CC=CC=C1